BrC=1C=C(C=CC1)C1(CC(C1)C)CC1=NN=CN1C 3-[[1-(3-bromophenyl)-3-methyl-cyclobutyl]methyl]-4-methyl-1,2,4-triazole